N1=C(C=CC=C1)N1C=CC2=CC(=CC=C12)C(=O)O 1-(pyridin-2-yl)-1H-indole-5-carboxylic acid